C(C1=CC=CC=C1)OC(=O)C1CCN(CC1)CCNC(=O)OCC1=CC=CC=C1 1-[2-(Benzyloxycarbonylamino)ethyl]piperidine-4-carboxylic acid benzyl ester